CN(N1C=C(C(C(=C1)C1=CC=C(C=C1)F)=O)C(=O)N)C 1-(dimethylamino)-5-(4-fluorophenyl)-4-oxopyridine-3-carboxamide